C(CC=CCCCC=CCC=CCC)=O 3,8,11-tetradecatrienal